NC=1C=2N(C=CN1)C(=NC2C2=CC=C(C(=O)NC=1SC=CN1)C=C2)C2N(CCC2)C(\C=C\CN(C)C)=O (E)-4-(8-Amino-3-(1-(4-(dimethylamino)but-2-enoyl)pyrrolidin-2-yl)imidazo[1,5-a]pyrazin-1-yl)-N-(thiazol-2-yl)benzamide